(R)-5-chloro-2-((6-fluoro-2-methylpyridin-3-yl)oxy)-N-(3-(N-(2-hydroxyacetyl)-S-methylsulfonimidoyl)phenyl)-4-(trifluoromethyl)benzamide ClC=1C(=CC(=C(C(=O)NC2=CC(=CC=C2)[S@@](=O)(=NC(CO)=O)C)C1)OC=1C(=NC(=CC1)F)C)C(F)(F)F